1-(2,4-difluorophenyl)-3-methyl-1H-benzo[g]indazole-4,5-dione FC1=C(C=CC(=C1)F)N1N=C(C=2C(C(C3=C(C12)C=CC=C3)=O)=O)C